5-(5-[[5-cyclopropyl-3-(2,6-dichlorophenyl)-1,2-oxazol-4-yl]methoxy]-3-methyl-2-azabicyclo[2.2.1]heptane-2-yl)pyridine-2-carboxylic acid C1(CC1)C1=C(C(=NO1)C1=C(C=CC=C1Cl)Cl)COC1C2C(N(C(C1)C2)C=2C=CC(=NC2)C(=O)O)C